methyl (E)-3-(pyridin-3-yl)acrylate N1=CC(=CC=C1)/C=C/C(=O)OC